N-(5-chloro-2-(chloromethyl)phenyl)-4-methylbenzenesulfonamide ClC=1C=CC(=C(C1)NS(=O)(=O)C1=CC=C(C=C1)C)CCl